methyl (S)-2-(4-((6-((4-cyano-2-fluorobenzyl)oxy)pyridin-2-yl)oxy)-2,5-difluorobenzyl)-4-fluoro-1-(oxetan-2-ylmethyl)-1H-benzo[d]imidazole-6-carboxylate C(#N)C1=CC(=C(COC2=CC=CC(=N2)OC2=CC(=C(CC3=NC4=C(N3C[C@H]3OCC3)C=C(C=C4F)C(=O)OC)C=C2F)F)C=C1)F